CC1=CC=C(OC2=CC=C(C=C2)C2CCCN3C2=NS(CC3)(=O)=O)C=C1 9-[4-(4-methylphenoxy)phenyl]-3,4,6,7,8,9-hexahydropyrido[2,1-c][1,2,4]thiadiazine 2,2-dioxide